CCC(=S)C1=CC=CC=C1 methylphenyl-1-ethanethione